ClC=1C(=NC2=CC=C(C=C2C1)C=1C=C(C=CC1)CN)N1CCNCC1 [3-(3-chloro-2-piperazin-1-yl-6-quinolyl)phenyl]methanamine